C[C@@H]1N(C[C@H](CC1)NC1=NC=CC(=N1)C=1C(=NC=CC1)OC1=C(C(=C(C(=C1)F)NS(=O)(=O)CC1=CC=CC=C1)F)F)C(=O)OCC1=CC=CC=C1 benzyl (2S,5S)-2-methyl-5-((4-(2-(2,3,5-trifluoro-4-((phenylmethyl)sulfonamido)phenoxy)pyridin-3-yl)pyrimidin-2-yl)amino)piperidine-1-carboxylate